CN1C([C@H]2N(C(C1)=O)CCC2)=O (8aS)-Methylhexahydropyrrolo[1,2-a]pyrazine-1,4-dione